2-(2-(Benzyloxy)-3-(2-(3'-(((tert-butoxycarbonyl)amino)methyl)-[1,1'-biphenyl]-3-yl)-2-Oxoethoxy)phenyl)ethyl acetate C(C)(=O)OCCC1=C(C(=CC=C1)OCC(=O)C=1C=C(C=CC1)C1=CC(=CC=C1)CNC(=O)OC(C)(C)C)OCC1=CC=CC=C1